COC1=C(N)C=CC(=C1)C1CNCCC1 2-Methoxy-4-(piperidin-3-yl)aniline